2-propyl isobutyrate C(C(C)C)(=O)OC(C)C